(1S,3S,5R)-5-(((4-nitrobenzoyl)oxy)methyl)-2-azabicyclo-[3.1.0]Hexane-2,3-dicarboxylic acid 2-(tert-butyl) ester 3-ethyl ester C(C)OC(=O)[C@H]1N([C@H]2C[C@]2(C1)COC(C1=CC=C(C=C1)[N+](=O)[O-])=O)C(=O)OC(C)(C)C